COC(\C=C/C1=CC=C(C=C1)O)=O cis-p-Coumaric acid methyl ester